3,5-dihydrazinocarbonyl-benzenesulfonic acid N(N)C(=O)C=1C=C(C=C(C1)C(=O)NN)S(=O)(=O)O